N[C@H]1CO[C@@H](OC1)C(=O)N1[C@H](C2=CC=CC=C2CC1)C1=CC=C(C=C1)F (trans-5-amino-1,3-dioxan-2-yl)((S)-1-(4-fluorophenyl)-3,4-dihydroisoquinolin-2(1H)-yl)methanone